(S)-Tert-butyl (3-(pyrrolidin-3-yloxy)propyl)carbamate N1C[C@H](CC1)OCCCNC(OC(C)(C)C)=O